4-(benzylamino)-3-nitrobenzoic acid C(C1=CC=CC=C1)NC1=C(C=C(C(=O)O)C=C1)[N+](=O)[O-]